tert-butyl 4-(6-(1,5-dimethyl-1H-pyrazol-4-yl)pyrazolo[1,5-a]pyridin-3-yl)piperazine-1-carboxylate CN1N=CC(=C1C)C=1C=CC=2N(C1)N=CC2N2CCN(CC2)C(=O)OC(C)(C)C